tert-butyl-3-{4-[(3-methyl-4-{[1,2,4]triazolo[1,5-a]pyridin-7-yloxy}phenyl)amino]pyrido[3,2-d]pyrimidin-6-yl}-3,8-diazabicyclo[3.2.1]octane C(C)(C)(C)C12CN(CC(CC1)N2)C=2C=CC=1N=CN=C(C1N2)NC2=CC(=C(C=C2)OC2=CC=1N(C=C2)N=CN1)C